C1=CC=C(C=2OC3=C(C21)C=CC=C3)C3=C(C=CC=C3)B(O)O 2-(dibenzofuran-4-yl)phenylboronic acid